C(C)N=C=NCCCN(C)C 3-(ethyliminomethyleneamino)-N,N-dimethyl-propan-1-amine